N-(1-(4-(methyl-d3)phenyl)ethyl)acetamide C(C1=CC=C(C=C1)C(C)NC(C)=O)([2H])([2H])[2H]